3-bromo-4-(methoxycarbonyl)benzoic acid BrC=1C=C(C(=O)O)C=CC1C(=O)OC